N1=CC=C2N1C=C(C=N2)NCC=2C=C(C(=O)N)C=CC2 3-((pyrazolo[1,5-a]pyrimidin-6-ylamino)methyl)benzamide